CC1N2CCCN3CCN4CCCN(C1)C4=C32 9-methyl-1,2,3,4,5,6,7,8,9,10-decahydro-3a,5a,8a,10a-tetraazapyrene